3-acetoxypropyl-amine C(C)(=O)OCCCN